CC(CCC)OC(C[C@@H](C(CF)=O)NC(=O)[C@@]1(CC(=NO1)C1=NC=CC2=CC=CC=C12)C(C)C)=O (S)-5-fluoro-3-((R)-5-isopropyl-3-(isoquinolin-1-yl)-4,5-dihydroisoOxazol-5-carboxamido)-4-oxopentanoic acid pent-2-yl ester